COC1=CC=C(C=C1)N[C@H](C(=O)C1=CC=CC=C1)C=1C=C(C=CC1)C (S)-2-((4-Methoxyphenyl)amino)-1-phenyl-2-(m-tolyl)ethane-1-one